N-(5,6-difluoro-2,3-dihydro-1H-inden-2-yl)-5-(5-(3-(3-methyl-1H-1,2,4-triazol-1-yl)azetidin-1-yl)-1,3,4-oxadiazol-2-yl)pyrimidin-2-amine FC=1C=C2CC(CC2=CC1F)NC1=NC=C(C=N1)C=1OC(=NN1)N1CC(C1)N1N=C(N=C1)C